[C@H]12CC(C[C@H](CC1)N2)OC2=CN=CC(=N2)NC2=NNC(=C2)OC(F)F Rac-6-(((1R,3s,5S)-8-azabicyclo[3.2.1]octan-3-yl)oxy)-N-(5-(difluoromethoxy)-1H-pyrazol-3-yl)pyrazin-2-amine